3-Ethynyl-1H-indole-1-carboxylic acid tert-butyl ester C(C)(C)(C)OC(=O)N1C=C(C2=CC=CC=C12)C#C